CC1=CC=C(C=C1)S(=O)(=O)N1C=C(C2=CC=CC=C12)C1CN(CC1)CCCC(=O)N 4-(3-(1-(4-methylbenzenesulfonyl)-1H-indol-3-yl)pyrrolidin-1-yl)butyramide